(cyclopropylmethyl)-2-methyl-3-(1-(4-(trifluoromethyl)phenyl)ethyl)-5,6,7,8-tetrahydropyrido[4,3-d]pyrimidin-4(3h)-one C1(CC1)CC1NCCC=2N=C(N(C(C21)=O)C(C)C2=CC=C(C=C2)C(F)(F)F)C